(11R)-19-amino-6,17-bis(trifluoromethyl)-21-oxa-3,4,15,20-tetraazatetracyclo[14.3.1.12,5.011,15]heneicosa-1(20),2,4,16,18-penta-en-6-ol NC1=CC(=C2N3CCC[C@H]3CCCCC(C3=NN=C(C1=N2)O3)(O)C(F)(F)F)C(F)(F)F